2-(2-((Boc)amino)pyrimidin-5-yl)acetic acid C(=O)(OC(C)(C)C)NC1=NC=C(C=N1)CC(=O)O